CNC1=CC=C(C=C1)[N+](=O)[O-] N-methyl-p-nitroaniline